trans-N-[3-[6-(4-hydroxyphenyl)-1-tetrahydropyran-2-yl-indazol-4-yl]oxetanyl]carbamic acid tert-butyl ester C(C)(C)(C)OC(N[C@@H]1OC[C@H]1C1=C2C=NN(C2=CC(=C1)C1=CC=C(C=C1)O)C1OCCCC1)=O